N-[(4S)-3,4-dihydro-2H-1-benzopyran-4-yl]-4-(dimethylamino)-7-fluoro-8-(2,3,5-trifluorophenyl)-1,5-naphthyridine-3-carboxamide O1CC[C@@H](C2=C1C=CC=C2)NC(=O)C=2C=NC1=C(C(=CN=C1C2N(C)C)F)C2=C(C(=CC(=C2)F)F)F